2,5-diazaspiro[3.5]nonane C1NCC12NCCCC2